((3R,5R)-4-(2,4-difluorobenzoyl)-3,5-dimethylpiperazin-1-yl)(2-fluoro-4-methoxyphenyl)methanone FC1=C(C(=O)N2[C@@H](CN(C[C@H]2C)C(=O)C2=C(C=C(C=C2)OC)F)C)C=CC(=C1)F